1-bromo-3-(cyclopropylmethyl)-5-(trifluoromethoxy)benzene BrC1=CC(=CC(=C1)OC(F)(F)F)CC1CC1